NC1=CC=C(C=C1)CCN1[C@H](O[C@@H](C1)C)C1=NN(N=C1C1=CC=C(C=C1)F)C1=CC=C(C=C1)Br (2R,5R)-3-(4-aminophenyl-ethyl)-2-(2-(4-bromophenyl)-5-(4-fluorophenyl)-2H-1,2,3-triazole-4-yl)-5-methyl-oxazolidine